CC1(CCC(CC1)(CCCC)CCCC)O methyl-dibutyl-cyclohexanol